[I-].C1(CCCCC1)[C@@H](C)NC(=O)OC[N+]1=CC(=CC=C1)C(NCCO[N+](=O)[O-])=O (R)-1-(((1-cyclohexylethylcarbamoyl)oxy)methyl)-3-((2-(nitroxy)ethyl)carbamoyl)pyridine-1-ium iodide